1,4-bis[2-[4-[N,N-di(p-tolyl)amino]phenyl]vinyl]benzene 2-hydroxypropyl-methacrylate ((2-hydroxypropyl)methacrylate) OC(CC=C(C(=O)O)C)C.OC(COC(C(=C)C)=O)C.C1(=CC=C(C=C1)N(C1=CC=C(C=C1)C)C1=CC=C(C=C1)C=CC1=CC=C(C=C1)C=CC1=CC=C(C=C1)N(C1=CC=C(C=C1)C)C1=CC=C(C=C1)C)C